S(=O)(=O)(O)O.OC1=NC2=CC=CC=C2C=C1 Hydroxyquinoline sulfate salt